C(C)N1CCC(CC1)N1CCN(CC1)C1CCN(CC1)C1=C(C=NC2=CC=C(C=C12)[S@](=O)C)S(=O)(=O)C1=CC=C(C=C1)OCCCCCCCCCCCCCCCCCCCC (R)-4-(4-(4-(1-ethylpiperidin-4-yl)piperazin-1-yl)piperidin-1-yl)-3-((4-(icosyloxy)phenyl)sulfonyl)-6-(methylsulfinyl)quinoline